3,4-dimethoxyphenyl-sulfonium COC=1C=C(C=CC1OC)[SH2+]